(3-methyl-4-phenylpiperazin-1-yl)(5,6,7,8-tetrahydronaphthalen-1-yl)methanone pentacosanyl-acrylate C(CCCCCCCCCCCCCCCCCCCCCCCC)OC(C=C)=O.CC1CN(CCN1C1=CC=CC=C1)C(=O)C1=CC=CC=2CCCCC12